O1CCN(CC1)C=1C2=C(N=C(N1)N1N=C(C=C1)C1=CC=CC=C1)C=C(C=N2)N2CCOCC2 4-[4-morpholino-2-(3-phenylpyrazol-1-yl)pyrido[3,2-d]pyrimidin-7-yl]morpholine